N1=CC(=CC2=CC=CC=C12)C=1N(C2=CC=CC=C2C1)CC1CCCCC1 Quinolin-3-yl-1-(cyclohexylmethyl)-1H-indole